NC1=C(C=CC(=C1F)NCC1=CC=C(C=C1)O)NC([C@@H]([C@H](CCCCC)F)F)=O (2S,3S)-N-(2-Amino-3-fluoro-4-((4-hydroxybenzyl)amino)phenyl)-2,3-difluorooctanamid